tert-Butyl N-(1-{[(2-{6-cyclopropyl-4-[4-fluoro-2-(4-methyl-1,2,4-triazol-3-yl)phenyl] pyridin-2-yl}-3-oxo-7-(trifluoromethyl)-1H-isoindol-5-yl)methoxy]methyl}cyclobutyl)carbamate C1(CC1)C1=CC(=CC(=N1)N1CC2=C(C=C(C=C2C1=O)COCC1(CCC1)NC(OC(C)(C)C)=O)C(F)(F)F)C1=C(C=C(C=C1)F)C1=NN=CN1C